FC=1C(=NOC1C)OC1OCCCC1 4-fluoro-5-methyl-3-tetrahydropyran-2-yloxy-isoxazole